C1=CC=C2C(=C1)C(=CN2)CC(=O)OC3[C@@H]([C@H](C([C@H]([C@H]3O)O)O)O)O The molecule is a cyclitol ester that is 1D-myo-inositol bearing a indol-3-acetyl substituent at position 1. It is a member of indoles, a cyclitol ester and an indoleacetic acid ester conjugate. It derives from a myo-inositol.